C1(NC(N2N1C=C1C=CC=CC1=C2)=O)=O 1H-[1,2,4]triazolo[1,2-b]phthalazine-1,3(2H)-dione